[Sn+4].[Co+2].C(C)(=O)[O-].C(C)(=O)[O-].C(C)(=O)[O-].N ammonia triacetate cobalt-tin